4-(12H-[1,3]dioxolo[4',5':5,6]indolo[3,2-c]isoquinolin-12-yl)-N-hydroxybutyramide C1=C2C3=C(N=CC2=CC=C1)C1=CC2=C(C=C1N3CCCC(=O)NO)OCO2